COCCCNCC=1C=NC(=NC1)NC=1SC(=CN1)C1=NC(=NC=C1)OC1CCC2(CC2)CC1 N-(5-(((3-methoxypropyl)amino)methyl)pyrimidin-2-yl)-5-(2-(spiro[2.5]octan-6-yloxy)pyrimidin-4-yl)thiazol-2-amine